(R)-ethyl 2-((5-bromo-6-cyclopropylthieno[2,3-d]pyrimidin-4-yl)oxy)-3-(5-((tert-butyldimethylsilyl)oxy)-2-((2-(2-methoxyphenyl)pyrimidin-4-yl)methoxy)phenyl)propanoate BrC1=C(SC=2N=CN=C(C21)O[C@@H](C(=O)OCC)CC2=C(C=CC(=C2)O[Si](C)(C)C(C)(C)C)OCC2=NC(=NC=C2)C2=C(C=CC=C2)OC)C2CC2